7-cyclopropyl-N-(2-fluoro-2-methylpropyl)-2-(2-pyridin-3-ylacetyl)-1,3-dihydropyrrolo[3,4-g]isoquinoline-9-sulfonamide C1(CC1)C=1N=CC=2C=C3C(=C(C2C1)S(=O)(=O)NCC(C)(C)F)CN(C3)C(CC=3C=NC=CC3)=O